CC(CC(=O)O)(C=C)C 3,3-DIMETHYL-4-PENTENOIC ACID